ClC1=C(C=CC=C1)N1C(C2=C(C=3C=CC(=NC13)C(F)(F)F)NC(=N2)OC)=O 5-(2-chlorophenyl)-2-methoxy-7-(trifluoromethyl)-1,5-dihydro-4H-imidazo[4,5-c][1,8]Naphthyridin-4-one